dimethyl methoxymalonate COC(C(=O)OC)C(=O)OC